C(C)(C)(C)OC(=O)N1C[C@@H]2COC3=C(CN2CC1)N=C(C(=C3Cl)C3=C(C=CC=C3O)Cl)C#C[Si](C)(C)C (6AR)-4-chloro-3-(2-chloro-6-hydroxyphenyl)-2-[(trimethylsilyl)ethynyl]-6a,7,9,10-tetrahydro-12H-pyrazino[2,1-c]pyrido[2,3-f][1,4]oxazepin-8(6H)-carboxylic acid tert-butyl ester